NC=1C=NN(C1C#N)CCC 4-amino-1-propyl-1H-pyrazole-5-carbonitrile